C(=O)C=1C(=NN(C1C)CCCC(C#N)(C)C)C 5-(4-formyl-3,5-dimethyl-1H-pyrazol-1-yl)-2,2-dimethylvaleronitrile